1,4,4,7,9-Pentamethyl-8-(1-methylsulfonyl-1H-indazol-4-yl)-5H-[1,2,4]triazolo[4,3-a]quinoxaline CC1=NN=C2N1C1=C(C(=C(C=C1NC2(C)C)C)C2=C1C=NN(C1=CC=C2)S(=O)(=O)C)C